[Si]([O-])([O-])(O)O.[Na+].[Li+] lithium-sodium silicate